1,3-dihydro-5-chloro-2-oxobenzo[c]thiophene ClC1=CC2=C(CS(C2)=O)C=C1